ClC1=NC=C(C(=C1)N[C@H](C)C1=C(C=C(C=C1)Cl)Cl)[N+](=O)[O-] (R)-2-chloro-N-(1-(2,4-dichlorophenyl)ethyl)-5-nitropyridine-4-amine